3-(N,N-Dimethylmyristylammonio)-propanesulfonate C[N+](C)(CCCS(=O)(=O)[O-])CCCCCCCCCCCCCC